N-[2-(dimethylamino)ethyl]-4-acridinecarboxamide Dihydrochloride Cl.Cl.CN(CCNC(=O)C1=CC=CC2=CC3=CC=CC=C3N=C12)C